C(CCC)[Sn](=O)CCCC di-n-butyl-oxo-stannane